[Na].C(C)(C)(C)O tertiary butanol sodium